Cl.FC1=C2CC3(CCNCC3)[C@@H](C2=CC=C1)N (1S)-4-fluorospiro[indane-2,4'-piperidine]-1-amine hydrochloride